(E)-2-methyl-3-(4-(4-cyanophenyl)thiophen-2-yl)acrylic acid C/C(/C(=O)O)=C\C=1SC=C(C1)C1=CC=C(C=C1)C#N